C(C)OC(C(=O)N(CC1=NC=C(C=C1)F)CC1=C(C=CC=C1)Cl)=O.CN(C)CCC[Si](OC)(C)C N,N-dimethyl-aminopropyl-dimethyl-methoxysilane ethyl-2-[(2-chlorophenyl)methyl-[(5-fluoro-2-pyridyl)methyl]amino]-2-oxo-acetate